(2R)-N-(2-(2,6-dioxopiperidin-3-yl)-1-oxoisoindolin-5-yl)-7-fluoro-2-methylindoline-1-carboxamide O=C1NC(CCC1N1C(C2=CC=C(C=C2C1)NC(=O)N1[C@@H](CC2=CC=CC(=C12)F)C)=O)=O